8-benzyl-2-((4,5-dimethylfuran-2-yl)methyl)-6-(2-fluorophenyl)imidazo[1,2-a]pyrazin C(C1=CC=CC=C1)C=1C=2N(C=C(N1)C1=C(C=CC=C1)F)C=C(N2)CC=2OC(=C(C2)C)C